C12COCC(CC1)N2C=2C1=C(N=CN2)N(C(=C1)C1=CC=C(N)C=C1)COCC[Si](C)(C)C 4-(4-(3-oxa-8-azabicyclo[3.2.1]octan-8-yl)-7-((2-(trimethylsilyl)ethoxy)methyl)-7H-pyrrolo[2,3-d]pyrimidin-6-yl)aniline